BrC1=CC(=C2C(=NN(C2=C1)C)C(=O)N(C1=CC=C(C=C1)OC(F)(F)F)C)F 6-bromo-4-fluoro-N,1-dimethyl-N-[4-(trifluoromethoxy)phenyl]indazole-3-carboxamide